1,3,5-tri[3-(trimethoxysilyl)propyl]-1,3,5-triazine-2,4,6(1H,3H,5H)-trione CO[Si](CCCN1C(N(C(N(C1=O)CCC[Si](OC)(OC)OC)=O)CCC[Si](OC)(OC)OC)=O)(OC)OC